O=C1N(C=2C(=NC=C(C2)C2=CC(=CC=C2)C(F)(F)F)N1)C(=O)OCC ethyl 2-oxo-6-(3-(trifluoromethyl) phenyl)-2,3-dihydro-1H-imidazo[4,5-b]pyridine-1-carboxylate